tri-(2-methyl-3-ethyl-heptyl)-aluminum CC(C[Al](CC(C(CCCC)CC)C)CC(C(CCCC)CC)C)C(CCCC)CC